5-bromo-2-fluoropyrimidine BrC=1C=NC(=NC1)F